BrC1=CC=CC(=N1)NC(=O)C1NCCC1 2-((6-bromopyridin-2-yl)carbamoyl)pyrrolidine